(pyrrolidin-2-yl) methyl-5-(4-chlorobenzoyl)-1,4-dimethyl-1H-pyrrole-2-acetate hydrochloride Cl.CC1=C(N(C(=C1C)C(C1=CC=C(C=C1)Cl)=O)C)CC(=O)OC1NCCC1